O[C@H]1[C@@H](O[C@@H]([C@H]1O)CO)N1C2=NC=NC(=C2N=C1)NC(CO)=O 1-{9-[(2R,3R,4S,5R)-3,4-Dihydroxy-5-(hydroxymethyl)tetrahydrofur-2-yl]-N-adenineyl}-2-hydroxy-1-ethanone